C1N(CCC2=CC=CC=C12)CC(CN1C(C2=CC=C(C=C2CC1)C(=O)N1C[C@@H]2[C@H](C1)CC(C2)OC)=O)O 2-(3-(3,4-dihydroisoquinolin-2(1H)-yl)-2-hydroxypropyl)-6-((3aR,5R,6aS)-5-methoxyoctahydrocyclopenta[c]pyrrole-2-carbonyl)-3,4-dihydroisoquinolin-1(2H)-one